C1(=CC=CC2=CC=CC=C12)N(C1=CC(=C(C=C1)C1=C(C=C(N(C2=CC=CC=C2)C2=CC=CC3=CC=CC=C23)C=C1)C)C)C1=CC=CC=C1 N,N'-bis(naphthalene-1-yl)-N,N'-bis(phenyl)-2,2'-dimethyl-benzidine